(4-oximino-2-chloro-2,5-cyclohexadien-1-ylidene)phenylacetonitrile N(O)=C1C=C(C(C=C1)=C(C#N)C1=CC=CC=C1)Cl